(3S)-3-methyl-8-[6-(1-methyl-cyclopropyl)pyridin-3-yl]-6-oxo-2H,3H,4H,6H-pyrimido[2,1-b][1,3]thiazine-7-carbonitrile C[C@H]1CN2C(SC1)=NC(=C(C2=O)C#N)C=2C=NC(=CC2)C2(CC2)C